2-(bis(4-(tert-butyl)phenyl)amino)-5-bromoisophthalic acid dimethyl ester COC(C1=C(C(C(=O)OC)=CC(=C1)Br)N(C1=CC=C(C=C1)C(C)(C)C)C1=CC=C(C=C1)C(C)(C)C)=O